O1CCC(CC1)N1C[C@@H]2CNC[C@@H]2C1 (3aR,6aS)-2-(tetrahydro-2H-pyran-4-yl)octahydropyrrolo[3,4-C]pyrrole